NC1(CCC1)C#N 1-aminocyclobutanecarbonitrile